C(C)(C)(C)OC(=O)NC/C=C/CN1C(=NC2=NC(=CC=C21)C(=O)OC)NC(=O)C=2N(N=C(C2)C)CC methyl 1-[(E)-4-(tert-butoxycarbonylamino)but-2-enyl]-2-[(2-ethyl-5-methyl-pyrazole-3-carbonyl)amino]imidazo[4,5-b]pyridine-5-carboxylate